(R)-4-(7-chloro-3-(1H-pyrazol-5-yl)isothiazolo[4,5-b]pyridin-5-yl)-3-methylmorpholine ClC1=C2C(=NC(=C1)N1[C@@H](COCC1)C)C(=NS2)C2=CC=NN2